1,3,5-tris(2-(4-(3-(trifluoromethyl)-3H-diazirin-3-yl)phenoxy)ethoxy)benzene FC(C1(N=N1)C1=CC=C(OCCOC2=CC(=CC(=C2)OCCOC2=CC=C(C=C2)C2(N=N2)C(F)(F)F)OCCOC2=CC=C(C=C2)C2(N=N2)C(F)(F)F)C=C1)(F)F